N-(3-(methylsulfonyl)phenyl)acrylamide CS(=O)(=O)C=1C=C(C=CC1)NC(C=C)=O